(E)-6-(4-aminobenzylidene)-5-oxo-5,6,7,8-tetrahydronaphthalene-2-carboxylic acid NC1=CC=C(\C=C/2\C(C=3C=CC(=CC3CC2)C(=O)O)=O)C=C1